11,11-dimethoxy-4,4,7-trimethyl-7-(3-sulfonatopropyl)-12-oxa-4,7-diaza-11-silatridecane-4,7-diium-1-sulfonate CO[Si](CCC[N+](CC[N+](CCCS(=O)(=O)[O-])(C)C)(CCCS(=O)(=O)[O-])C)(OC)OC